C(C)N1C(=C(C2=CC=C(C(=C12)C=1C(=NN(C1CC)C)CCC(N1CCOCC1)O)Cl)CCCOC1=CC=CC2=CC(=CC=C12)F)C(=O)O.C(CCCCCCC\C=C/CCCCCCCC)(=O)N[C@@H](CCSC)C(=O)O N-oleoyl-methionine Ethyl-6-chloro-7-{5-ethyl-3-[(1R)-hydroxy-3-(morpholin-4-yl)propyl]-1-methyl-1H-pyrazol-4-yl}-3-{3-[(6-fluoronaphthalen-1-yl)oxy]propyl}-1H-indole-2-carboxylate